FC(S(=O)(=O)[O-])(F)F.[Ru+2].C(C)(=O)NC1=CC=CC(=N1)C(=O)NC12CC(C1)(C2)NC(COC2=CC(=C(C=C2)Cl)F)=O.FC(S(=O)(=O)[O-])(F)F 6-acetamido-N-{3-[2-(4-chloro-3-fluorophenoxy)acetamido]bicyclo[1.1.1]pentan-1-yl}pyridine-2-carboxamide ruthenium(II) trifluoromethanesulfonate